2-Amino-N-{1-[8-chloro-5-(1,1-dioxido-1,2,5-thiadiazepan-5-yl)-1-(trifluoromethyl)imidazo[1,5-a]pyridin-6-yl]ethyl}pyrazolo[1,5-a]pyrimidine-3-carboxamide NC1=NN2C(N=CC=C2)=C1C(=O)NC(C)C=1C=C(C=2N(C1N1CCNS(CC1)(=O)=O)C=NC2C(F)(F)F)Cl